ClC1=CC(=C(COC=2C=C(C=CC2F)C2=C(C=C(C=C2)CC2=NC3=C(N2CC2OCCC2)C=CC=C3)F)C=C1)F 2-((3'-(4-Chloro-2-fluorobenzyloxy)-2,4'-difluorobiphenyl-4-yl)methyl)-1-((tetrahydrofuran-2-yl)methyl)-1H-benzo[d]imidazol